ClC1=CC=C(C=C1)C1=CC(=C(C=C1)NCCS(NC)(=O)=O)C1=NN(C=C1)CC=1C=C(C(=O)N)C=C(C1)OC(C)C 3-((3-(4'-chloro-4-((2-(N-methylsulfamoyl)ethyl)amino)-[1,1'-biphenyl]-3-yl)-1H-pyrazol-1-yl)methyl)-5-isopropoxybenzamide